ClC=1C=CC2=C([C@@H](C[C@@H](O2)C(=O)NC2CCC(CC2)N2C(N(CC2)C2=NC=C(N=C2)C(F)F)=O)O)C1 |r| rac-(2R,4R)-6-chloro-N-[(1R,4R)-4-{3-[5-(difluoromethyl)pyrazin-2-yl]-2-oxoimidazolidin-1-yl}cyclohexyl]-4-hydroxy-3,4-dihydro-2H-1-benzopyran-2-carboxamide